(2S)-2-[(tert-butoxycarbonyl) amino]-3-phenylpropionate C(C)(C)(C)OC(=O)N[C@H](C(=O)[O-])CC1=CC=CC=C1